(7S)-3-(Imidazo[1,2-a]pyrazin-6-yl)-7-methyl-5-[4-(trifluoromethyl)phenyl]-6,7-dihydropyrazolo-[1,5-a]pyrazin-4(5H)-on N=1C=CN2C1C=NC(=C2)C=2C=NN1C2C(N(C[C@@H]1C)C1=CC=C(C=C1)C(F)(F)F)=O